FC(C=1C=CC=2N(C1)C(=CN2)C2=NC=CC(=N2)N2[C@H]1C(C[C@@H](C2)CC1)CNS(=O)(=O)C)F N-(((1R,4S)-2-(2-(6-(difluoromethyl)imidazo[1,2-a]pyridin-3-yl)pyrimidin-4-yl)-2-azabicyclo[2.2.2]octan-6-yl)methyl)methanesulfonamide